N1(CCC[C@H]2CCCC[C@H]12)C([C@H](N(CC1=C(C=C(C=C1)OC)OC)C1CC1)C1CN(C1)C(=O)OCCCC)=O butyl 3-[(1R)-2-[(4aR,8aS)-3,4,4a,5,6,7,8,8a-octahydro-2H-quinolin-1-yl]-1-[cyclopropyl-[(2,4-dimethoxyphenyl)methyl]amino]-2-oxo-ethyl]azetidine-1-carboxylate